ClC1=NC=C(C(=C1)N1C(C(=C(C=C1C)O)Cl)=O)C1CC1 2',3-dichloro-5'-cyclopropyl-4-hydroxy-6-methyl-2H-[1,4'-bipyridin]-2-one